3-{5-(2-Aminopyrimidin-4-yl)-4-[3-(2,5-difluorobenzenesulfonylamino)-2-fluorophenyl]-thiazol-2-yl}-morpholine-4-carboxylic acid tert-butyl ester C(C)(C)(C)OC(=O)N1C(COCC1)C=1SC(=C(N1)C1=C(C(=CC=C1)NS(=O)(=O)C1=C(C=CC(=C1)F)F)F)C1=NC(=NC=C1)N